[3,5-difluoro-4-(6-fluoro-3-pyridyl) phenyl] trifluoromethanesulfonate FC(S(=O)(=O)OC1=CC(=C(C(=C1)F)C=1C=NC(=CC1)F)F)(F)F